C1(=CC=CC=C1)S(=O)(=O)/C=C/CNC(=O)C=1C(NC=2CCN(CC2C1)C(=O)C1CC(C1)(F)F)=O N-[(2E)-3-(benzenesulfonyl)prop-2-en-1-yl]-6-(3,3-difluorocyclobutanecarbonyl)-2-oxo-1,2,5,6,7,8-hexahydro-1,6-naphthyridine-3-carboxamide